BrC1=CC2=C(C=C(S2)CN2C=NNC2=O)C=C1 4-[(6-bromobenzothien-2-yl)methyl]-1H-1,2,4-triazol-5-one